2-{3-[(3S)-3-(hydroxymethyl)piperazin-1-yl]-1,2,4-triazin-6-yl}-5-(2H-1,2,3-triazol-2-yl)phenol OC[C@@H]1CN(CCN1)C=1N=NC(=CN1)C1=C(C=C(C=C1)N1N=CC=N1)O